COC(NC1=NC=C(C=C1)C1=CN=C2N1C=C(C=C2)C(N(C)C2=CC(=C(C=C2)F)C)=O)=O N-[5-[6-[(4-fluoro-3-methyl-phenyl)-methyl-carbamoyl]imidazo[1,2-a]pyridin-3-yl]-2-pyridinyl]carbamic acid methyl ester